BrC1=NC=CC(=C1F)CN1CC(C1)C(C)(C)O 2-(1-((2-bromo-3-fluoropyridin-4-yl)methyl)azetidin-3-yl)propan-2-ol